(12AR)-10-chloro-9-(2-fluoro-6-hydroxyphenyl)-2-(prop-2-enoyl)-1,2,3,4,12,12a-hexahydro-6H-pyrazino[2,1-c][1,4]benzoxazepine-8-carbonitrile ClC1=C(C(=CC=2CN3[C@@H](COC21)CN(CC3)C(C=C)=O)C#N)C3=C(C=CC=C3O)F